FC(C(=O)Cl)(CC(=O)Cl)F 2,2-difluorosuccinyl chloride